β,β-dimethyl-cysteine CC([C@H](N)C(=O)O)(S)C